CN(C)C1=C(C(=C(C=C1)C(C1=CC=CC=C1)C1=CC=CC=C1)N(C)C)N(C)C tris(dimethylamino)triphenylmethane